(3R,4S)-1-[4-({8-[3-(methanesulfonylmeth-yl)azetidin-1-yl]-5-(propan-2-yl)isoquinolin-3-yl}amino)pyrimidin-2-yl]-3-methylpiperidin-4-ol CS(=O)(=O)CC1CN(C1)C=1C=CC(=C2C=C(N=CC12)NC1=NC(=NC=C1)N1C[C@H]([C@H](CC1)O)C)C(C)C